2-(2-(2-isopropylphenyl)-4-(4-(trifluoromethoxy)benzyl)piperazin-1-yl)-7-azaspiro[3.5]nonane C(C)(C)C1=C(C=CC=C1)C1N(CCN(C1)CC1=CC=C(C=C1)OC(F)(F)F)C1CC2(C1)CCNCC2